ClC=1C=C(C=CC1)[C@@]1(SCCC1)C1=CSC=C1 (2R)-2-(3-chlorophenyl)-2,3,4,5-tetrahydro-2,3'-bithiophen